trans-5-(1,3-dioxo-2,3-dihydro-1H-isoindol-2-yl)-1,3-dioxane-2-carbohydrazide O=C1N(C(C2=CC=CC=C12)=O)[C@H]1CO[C@@H](OC1)C(=O)NN